C(C=C)C1=C(C=CC(=C1)C(C)(C)C1=CC(=C(C=C1)O)CC=C)O 2-allyl-4-[1-(3-allyl-4-hydroxy-phenyl)-1-methyl-ethyl]phenol